4-[[3-[4-[[5-(2-aminoethoxy)-2-pyridyl]oxy]-2,3-difluorophenyl]imidazo[1,2-a]pyrazin-8-yl]amino]-2-ethyl-N-methyl-benzamide NCCOC=1C=CC(=NC1)OC1=C(C(=C(C=C1)C1=CN=C2N1C=CN=C2NC2=CC(=C(C(=O)NC)C=C2)CC)F)F